C1(=CC=CC=C1)N(C(NCC1CCC(CC1)COCC(=O)O)=O)C1=CC=CC=C1 2-(((1r,4r)-4-((3,3-diphenylureido)methyl)cyclohexyl)methoxy)acetic acid